1-(3-Bromophenyl)-prop-2-yn-1-ol BrC=1C=C(C=CC1)C(C#C)O